C(C1=CC=CC=C1)N1C[C@@H]2[C@](C1)(C(NC2=O)=O)C Cis-5-benzyl-3a-methyltetrahydropyrrolo[3,4-c]pyrrole-1,3(2H,3aH)-dione